Cl.FC1=CC=C(CC2(CCNCC2)C#N)C=C1 4-(4-fluorobenzyl)piperidine-4-carbonitrile hydrochloride